tert-Butyl 4-ethynyl-4-methoxypiperidine-1-carboxylate tert-Butyl-4-ethynyl-4-hydroxypiperidine-1-carboxylate C(C)(C)(C)OC(=O)N1CCC(CC1)(O)C#C.C(#C)C1(CCN(CC1)C(=O)OC(C)(C)C)OC